CN1C2CCCC1CC2 8-methyl-8-azabicyclo[3.2.1]octane